γ-chloropropyltripropoxysilane ClCCC[Si](OCCC)(OCCC)OCCC